O1COC2=C1C=CC(=C2)C=2C=C1CCN(CC1=CC2)C(=O)NC2=CNC1=CC(=C(C=C21)Cl)F 6-(benzo[d][1,3]dioxolane-5-yl)-N-(5-chloro-6-fluoro-1H-indol-3-yl)-3,4-Dihydroisoquinoline-2(1H)-carboxamide